5-ethynyl-6-fluoronaphthalene-2-amine C(#C)C1=C2C=CC(=CC2=CC=C1F)N